(S)-N-(2-amino-1-(3-chlorophenyl)ethyl)-1-(2-((4,4-difluorocyclohexyl)amino)-5-methylpyrimidin-4-yl)-1H-imidazole-4-amide NC[C@H](C1=CC(=CC=C1)Cl)NC(=O)C=1N=CN(C1)C1=NC(=NC=C1C)NC1CCC(CC1)(F)F